O1CCC(=CC1)C1=CNC=2N=CC=C(C21)NCC2=NC(=CC=C2)N2C[C@H](N[C@H](C2)C)C 3-(3,6-dihydro-2H-pyran-4-yl)-N-((6-((3R,5S)-3,5-dimethylpiperazin-1-yl)pyridin-2-yl)methyl)-1H-pyrrolo[2,3-b]pyridin-4-amine